C(C)OC(=O)C=1N=NN(C1)CC12CC(C1)(C2)C#N.C(=C)[Si](Cl)(C)C vinyl-dimethyl-monochlorosilane Ethyl-1-((3-cyanobicyclo[1.1.1]pentan-1-yl)methyl)-1H-1,2,3-triazole-4-carboxylate